1-(4-[7-[6-amino-4-methyl-3-(trifluoromethyl)pyridin-2-yl]-6-chloro-2-methyl-quinazolin-4-yl]piperazin-1-yl)prop-2-en-1-one NC1=CC(=C(C(=N1)C1=C(C=C2C(=NC(=NC2=C1)C)N1CCN(CC1)C(C=C)=O)Cl)C(F)(F)F)C